NATRIUM PALMITOYL-L-PROLYL-L-PROLYL-GLYCYL-L-TYROSINAT C(CCCCCCCCCCCCCCC)(=O)N1[C@@H](CCC1)C(=O)N1[C@@H](CCC1)C(=O)NCC(=O)N[C@@H](CC1=CC=C(C=C1)O)C(=O)[O-].[Na+]